N1[C@@H](CCC1)CNC1=NN=C(C2=CC=CC=C12)C1=C(C=C(C=C1)C(F)(F)F)O (S)-2-(4-((pyrrolidin-2-ylmethyl)amino)phthalazin-1-yl)-5-(trifluoromethyl)phenol